5-(4-fluorophenyl)-3-[4-fluoro-2-(2,2,2-trifluoroethoxy)phenyl]-1-(2,2,2-trifluoroethyl)-4,5-dihydropyrrolo[3,4-c]pyrazol-6(1H)-one FC1=CC=C(C=C1)N1C(C=2N(N=C(C2C1)C1=C(C=C(C=C1)F)OCC(F)(F)F)CC(F)(F)F)=O